3-(5-{3-[6-(4-Aminocyclohexanecarbonyl)-2,6-diazaspiro[3.4]octan-2-yl]prop-1-yn-1-yl}-3-methyl-2-oxo-1,3-benzodiazol-1-yl)piperidine-2,6-dione trifluoroacetate FC(C(=O)O)(F)F.NC1CCC(CC1)C(=O)N1CC2(CN(C2)CC#CC2=CC3=C(N(C(N3C)=O)C3C(NC(CC3)=O)=O)C=C2)CC1